C1=CC=CC=2OC=3C=C(C=C4OC=5C=CC=CC5B(C34)C12)N1C2=CC=CC=C2C=2C=C(C=CC12)C=1C2=CC=CC=C2C(=C2C=CC=CC12)C1=CC=CC=C1 9-(5,9-dioxa-13b-boranaphtho[3,2,1-de]anthracen-7-yl)-3-(10-phenylanthracen-9-yl)-9H-carbazole